2,4,6-Tri(2-pyridyl)-s-triazine N1=C(C=CC=C1)C1=NC(=NC(=N1)C1=NC=CC=C1)C1=NC=CC=C1